CSC1=NC(=C2NC=NC2=N1)NC(CC(=C)C)O 2-methylthio-N6-(cis-hydroxyisopentenyl)-adenine